(R)-methyl 2-(2-((tert-butoxycarbonyl) amino)-3-phenylpropoxy)-6-fluorobenzoate C(C)(C)(C)OC(=O)N[C@@H](COC1=C(C(=O)OC)C(=CC=C1)F)CC1=CC=CC=C1